1,4-dimercapto-2,3-butadiene SCC=C=CS